FC1=C(C(=CC=C1)OC)C=1C=C2/C(/C(NC2=CC1)=O)=C(\CC)/NC1=CC=C(C=C1)N1CCN(CC1)C (Z)-5-(2-Fluoro-6-methoxyphenyl)-3-(1-((4-(4-methylpiperazin-1-yl)phenyl)amino)propylidene)indolin-2-one